ethyl [(3R)-1-(4-cyano-4-phenylcyclohexyl)pyrrolidin-3-yl]carbamate C(#N)C1(CCC(CC1)N1C[C@@H](CC1)NC(OCC)=O)C1=CC=CC=C1